perfluoro-5-oxa-6-heptene-sulfonic acid FC(C(C(C(OC(=C(F)F)F)(F)F)(F)F)(F)F)(S(=O)(=O)O)F